6-(morpholin-4-yl)pyridine N1(CCOCC1)C1=CC=CC=N1